[Al].[Co].[Ni].[Cu] copper-nickel-cobalt-aluminum